trimethylolpropane monomethacrylate CCC(CO)(CO)COC(=O)C(=C)C